2-(acryloyloxy)acetic acid C(C=C)(=O)OCC(=O)O